N-(2-aminoethyl)-4-[2-chloro-4-[[3-[1-(cyanomethyl)-3-(trifluoromethyl)pyrazol-4-yl]imidazo[1,2-a]pyrazin-8-yl]amino]benzoyl]piperazine-1-carboxamide formate C(=O)O.NCCNC(=O)N1CCN(CC1)C(C1=C(C=C(C=C1)NC=1C=2N(C=CN1)C(=CN2)C=2C(=NN(C2)CC#N)C(F)(F)F)Cl)=O